5-(2-chlorophenoxy)-3-(((4-methoxypyridin-3-yl)methyl)amino)-4H-benzo[e][1,2,4]thiadiazine 1,1-dioxide ClC1=C(OC2=CC=CC3=C2NC(=NS3(=O)=O)NCC=3C=NC=CC3OC)C=CC=C1